[C@H]12CSC[C@H](CC1)N2C(=O)OC(C)(C)C tert-Butyl (1R,5S)-3-thia-8-azabicyclo[3.2.1]octane-8-carboxylate